Dichlorobutylphosphine ClC(CCCP)Cl